antimony sodium carbonate C([O-])([O-])=O.[Na+].[Sb+3].C([O-])([O-])=O